7-vinylpyrrolo[2,1-f][1,2,4]triazin-4-amine C(=C)C1=CC=C2C(=NC=NN21)N